2-chloro-6-(prop-1-en-2-yl)pyridine-3-carboxylic acid ClC1=NC(=CC=C1C(=O)O)C(=C)C